C1(=CC=CC=C1)NC(=O)C=1NC=C(N1)C1=CC(=CC=C1)OC1=CC=CC=C1 N-phenyl-4-(m-phenoxyphenyl)-1H-imidazole-2-carboxamide